4-(7-aminobenzo[d]imidazo[2,1-b]thiazol-2-yl)-3-fluoro-N-methylbenzamide NC1=CC2=C(N3C(S2)=NC(=C3)C3=C(C=C(C(=O)NC)C=C3)F)C=C1